BrC1=CC=C(C=N1)C(C)N1CCOCC1 4-(1-(6-bromopyridin-3-yl)ethyl)morpholine